NC1CC(C1)NC=1N=CC2=C(N1)C(=NC=C2)NC2(CC2)C 2-(((1r,3r)-3-aminocyclobutyl)amino)-8-((1-methylcyclopropyl)amino)pyrido[3,4-d]pyrimidine